ClC1=C(C=CC=C1)C1=NC2=C(CN(CC2)C2CCOC3=CC=CC=C23)N1 2-(2-chlorophenyl)-5-(chroman-4-yl)-4,5,6,7-tetrahydro-3H-imidazo[4,5-c]pyridine